N-[[2-(3-formylphenyl)-5-(trifluoromethyl)phenyl]methyl]carbamic acid 9H-fluoren-9-ylmethyl ester C1=CC=CC=2C3=CC=CC=C3C(C12)COC(NCC1=C(C=CC(=C1)C(F)(F)F)C1=CC(=CC=C1)C=O)=O